1,3'-dihydroxy-4,4'-biphenyldiamine OC1(CC=C(C=C1)N)C1=CC(=C(C=C1)N)O